CN1CCN(CC1)C1CCNCC1 1-methyl-4-(4-piperidyl)piperazine